(2S,3S,4R,5R)-N-(3-Carbamoyl-4-fluoro-phenyl)-3-[2-(difluoromethoxy)-4-fluoro-phenyl]-4,5-dimethyl-5-(trifluoromethyl)tetrahydrofuran-2-carboxamid C(N)(=O)C=1C=C(C=CC1F)NC(=O)[C@H]1O[C@]([C@@H]([C@H]1C1=C(C=C(C=C1)F)OC(F)F)C)(C(F)(F)F)C